(R)-1-chloro-N-(1-methylpiperidine-3-yl)pyrido[3,4-d]pyridazin-4-amine ClC1=C2C(=C(N=N1)N[C@H]1CN(CCC1)C)C=NC=C2